C(=O)[C@]1(N(CCC1)C(=O)O)C.C(#C)[C@]1(N(CCC1)C(=O)OC(C)(C)C)C tert-butyl (2S)-2-ethynyl-2-methylpyrrolidine-1-carboxylate (S)-2-formyl-2-methylpyrrolidine-1-carboxylate